4-(6-(6-((5-fluoro-6-methoxypyridin-3-yl)methyl)-3,6-diazabicyclo[3.1.1]heptan-3-yl)pyridin-3-yl)pyrazolo[1,5-a]pyridine-3-carbonitrile FC=1C=C(C=NC1OC)CN1C2CN(CC1C2)C2=CC=C(C=N2)C=2C=1N(C=CC2)N=CC1C#N